7-(4-isopropyl-benzyloxy)-3-(4-methoxyphenyl)-4H-benzopyran-4-one C(C)(C)C1=CC=C(COC2=CC3=C(C(C(=CO3)C3=CC=C(C=C3)OC)=O)C=C2)C=C1